NCC=1C(=C(C=CC1)OB([O-])[O-])F 3-(aminomethyl)-2-fluorophenylborate